C(C)(C)(C)OC(=O)N[C@H](C(=O)OC)CC1(CC1)F methyl (2S)-2-(tert-butoxycarbonylamino)-3-(1-fluorocyclopropyl)propanoate